4-(3-((4-(tert-butoxycarbonyl)morpholin-2-yl)methyl)-6-methylbenzofuran-2-yl)-3,5-difluorobenzoic acid C(C)(C)(C)OC(=O)N1CC(OCC1)CC1=C(OC2=C1C=CC(=C2)C)C2=C(C=C(C(=O)O)C=C2F)F